C(C1=CC=CC=C1)OC1=CC=C(C=C1)C(C1=CC=C(OCC(=O)O)C=C1)C1=NC=CC=C1 2-(4-((4-(benzyloxy)phenyl)(pyridin-2-yl)methyl)phenoxy)acetic acid